BrC1=CC(=C(C=C1)Cl)F 1-bromo-4-chloro-3-fluoro-benzene